NC1=C(C=C(N=N1)C1=C(C=CC=C1)O)N1CC2CCC(C1)N2C2=CC(=NC=C2)C#CCN2CC1=NC=CC=C1C2 2-[6-amino-5-[8-[2-[3-(5,7-dihydropyrrolo[3,4-b]pyridin-6-yl)prop-1-ynyl]-4-pyridinyl]-3,8-diazabicyclo[3.2.1]oct-3-yl]pyridazin-3-yl]phenol